ClC1=CC(=C2C(=N1)C1(OC2)COCC1)OC Chloro-4'-methoxy-4,5-dihydro-2H,5'H-spiro[furan-3,7'-furo[3,4-b]pyridine]